CN(C)C1=CC=C(C=C1)N=NC2=CC=C(C=C2)N3C(=O)C=CC3=O 4-dimethylaminophenylazophenyl-4'-maleimide